O[C@@H](CNC1=NC=C(C=2N=CN(C(C21)=O)C)C2=CC=C(C=C2)C(F)(F)F)COC (S)-5-((2-hydroxy-3-methoxypropyl)amino)-3-methyl-8-(4-(trifluoromethyl)phenyl)pyrido[4,3-d]pyrimidin-4(3H)-one